4-fluoro-N-(3-(imidazo[1,2-a]pyridin-5-yl)phenyl)-7-methyl-1H-indole FC1=C2C=CN(C2=C(C=C1)C)C1=CC(=CC=C1)C1=CC=CC=2N1C=CN2